tert-butyl (R)-(1-(3-fluoro-2-methyl-4-(6-morpholinopyrrolo[2,1-f][1,2,4]triazin-4-yl)phenyl)ethyl)carbamate FC=1C(=C(C=CC1C1=NC=NN2C1=CC(=C2)N2CCOCC2)[C@@H](C)NC(OC(C)(C)C)=O)C